COC(=O)[C@@]1(CN(CCC1C)CC)C (3S)-1-ethyl-3,4-dimethylpiperidine-3-carboxylic acid methyl ester